(3,5-dibromo-4-hydroxyphenyl)(2-ethyl-5-fluoro-2H-indazol-3-yl)methanone BrC=1C=C(C=C(C1O)Br)C(=O)C=1N(N=C2C=CC(=CC12)F)CC